1,4-dioxahexaN OCCOCC